N,N-diethyl-furfuryl-amine C(C)N(CC)CC1=CC=CO1